(1aRS,7bSR)-5-{2-[(1-ethylazetidin-3-ylmethyl)amino]benzene-sulfonylamino}-1,1a,2,7b-tetrahydrocyclopropa[c]chromene-4-carboxylic acid C(C)N1CC(C1)CNC1=C(C=CC=C1)S(=O)(=O)NC1=CC=C2[C@@H]3[C@H](COC2=C1C(=O)O)C3 |r|